6-fluoro-2,10,10-trimethyl-7-(6-(3-(piperidin-1-yl)propoxy)pyridin-3-yl)-9,10-dihydro-8-oxa-2,4,10a-triazanaphtho[2,1,8-cde]Azulene-1(2H)-one FC=1C=C2N=CC=3N(C(N4C(COC(=C2C34)C1C=1C=NC(=CC1)OCCCN1CCCCC1)(C)C)=O)C